(S)-(+)-tert-butylsulfenamide C(C)(C)(C)SN